C1(CC1)C=1C(=CC=2N(C1)C(=CN2)C2=CC=CC(=N2)N[C@H]2[C@H](NC2)C)OC 6-(6-cyclopropyl-7-methoxyimidazo[1,2-a]pyridin-3-yl)-N-((2R,3R)-2-methylazetidin-3-yl)pyridin-2-amine